N-(6-methyl-5-((2-(1-methyl-1H-pyrazol-4-yl)pyridin-4-yl)oxy)pyridin-2-yl)-2-oxopyrrolidine-1-carboxamide CC1=C(C=CC(=N1)NC(=O)N1C(CCC1)=O)OC1=CC(=NC=C1)C=1C=NN(C1)C